ClC1=CC=C(C=2OCCN(C21)C(=O)OC(C)(C)C)S(N[C@@H]([C@H](C)C2=C(C(=CC=C2F)Cl)C)C=2OC(NN2)=O)(=O)=O tert-butyl 5-chloro-8-(N-((1S,2R)-2-(3-chloro-6-fluoro-2-methylphenyl)-1-(5-oxo-4,5-dihydro-1,3,4-oxadiazol-2-yl)propyl)sulfamoyl)-2H-benzo[b][1,4]oxazin-4(3H)-carboxylate